C(C)(C)(C)OC(=O)N1[C@H](CCCC1)C1=CC(=NN1)N (R)-2-(3-amino-1H-pyrazol-5-yl)piperidine-1-carboxylic acid tert-butyl ester